2-(6-(cyclopropyl((1S,5R)-2-fluoro-8-azabicyclo[3.2.1]octan-3-yl)amino)-1,2,4-triazin-3-yl)-4-fluoro-5-(2-fluoro-6-methoxypyridin-4-yl)phenol C1(CC1)N(C1=CN=C(N=N1)C1=C(C=C(C(=C1)F)C1=CC(=NC(=C1)OC)F)O)C1C([C@@H]2CC[C@H](C1)N2)F